7-chloro-1,2,3,4-tetrahydronaphthalene-2-carboxylic acid methyl-7-chloro-1,2,3,4-tetrahydronaphthalene-2-carboxylate COC(=O)C1CC2=CC(=CC=C2CC1)Cl.ClC1=CC=C2CCC(CC2=C1)C(=O)O